4-((5-(6-methylpyridin-2-yl)pyrazolo[1,5-a]pyrimidin-7-yl)amino)-1,3-dihydro-2H-pyrrolo[2,3-b]pyridin-2-one CC1=CC=CC(=N1)C1=NC=2N(C(=C1)NC1=C3C(=NC=C1)NC(C3)=O)N=CC2